N,N-bis-t-butoxycarbonyl-thiourea C(C)(C)(C)OC(=O)N(C(=S)N)C(=O)OC(C)(C)C